4-(2-{[(2R,7aS)-2-fluoro-hexahydropyrrolizin-7a-yl]methoxy}-8-fluoro-5-[(2S)-2-methylazetidin-1-yl]pyrido[4,3-d]pyrimidin-7-yl)-5-ethynyl-6-fluoroquinazolin-2-ol F[C@@H]1C[C@@]2(CCCN2C1)COC=1N=CC2=C(N1)C(=C(N=C2N2[C@H](CC2)C)C2=NC(=NC1=CC=C(C(=C21)C#C)F)O)F